tetramethyl-xylylenediurethane dimethacrylate C(C(=C)C)(=O)O.C(C(=C)C)(=O)O.CC(OC(NCC=1C(=CC=CC1)CNC(=O)OC(C)(C)C)=O)(C)C